trifluoroPropylene FC(C=C)(F)F